2-chloro-N-(2-chlorophenyl)-N-methylacetamide ClCC(=O)N(C)C1=C(C=CC=C1)Cl